COC(=O)C1=CC=C(C=C1)C1=CC(=CC=C1)CB1OC(C(O1)(C)C)(C)C 3'-[(4,4,5,5-tetramethyl-1,3,2-dioxaborolan-2-yl)]methyl-[1,1'-biphenyl]-4-carboxylic acid methyl ester